7-[(1S)-1-tert-butoxycarbonyl-2-methyl-propyl]-6-oxo-2,7-diazaspiro[4.5]decane-2-carboxylate C(C)(C)(C)OC(=O)[C@H](C(C)C)N1C(C2(CCN(C2)C(=O)[O-])CCC1)=O